(5R,8S)-N-(3-chloro-4-(trifluoromethyl)phenyl)-2-phenyl-6,7,8,9-tetrahydro-5H-5,8-epiminocyclohepta[d]pyrimidine-10-carboxamide ClC=1C=C(C=CC1C(F)(F)F)NC(=O)N1[C@@H]2CC[C@H]1CC=1N=C(N=CC12)C1=CC=CC=C1